C(#N)C1=C2C[C@H](C(NC2=CC=C1)=O)[C@@H](C)NCCC=1C=C(C=CC1C)C(C(=O)O)(C)C |o1:5| 2-(3-(2-(((R)-1-((S or R)-5-cyano-2-oxo-1,2,3,4-tetrahydroquinolin-3-yl)ethyl)amino)ethyl)-4-methylphenyl)-2-methylpropanoic acid